C(C(CO)O)O.C(C(CO)O)O.C(C(CO)O)O.C(C(CO)O)O Tetraglycerol